ClC1=C(C=C(C(=C1)F)C1=NC=NC2=CC(=CC=C12)N1CCOCC1)C(O)C1=NC=2N(C=C1)N=CC2 [2-Chloro-4-fluoro-5-(7-morpholin-4-yl-quinazolin-4-yl)phenyl]-pyrazolo[1,5-a]-pyrimidin-5-ylmethanol